methyl (1-((5-(hydroxymethyl)-3-methoxypyridin-2-yl)methyl)-7-(((5-methyl-1,2,4-oxadiazol-3-yl)methyl)amino)-1H-pyrazolo[4,3-d]pyrimidin-5-yl)carbamate OCC=1C=C(C(=NC1)CN1N=CC=2N=C(N=C(C21)NCC2=NOC(=N2)C)NC(OC)=O)OC